[N-](S(=O)(=O)C(F)(F)F)S(=O)(=O)C(F)(F)F.[Fe+3].[N-](S(=O)(=O)C(F)(F)F)S(=O)(=O)C(F)(F)F.[N-](S(=O)(=O)C(F)(F)F)S(=O)(=O)C(F)(F)F ferric bis(trifluoromethanesulfonyl)imide